3-(pyridin-4-yl)benzonitrile N1=CC=C(C=C1)C=1C=C(C#N)C=CC1